NCC(CCN(C1=C2CN(C(C2=CC=C1)=O)C1C(NC(CC1)=O)=O)CCC1CC1)(F)F 3-(4-((4-amino-3,3-difluorobutyl)(2-cyclopropylethyl)amino)-1-oxoisoindolin-2-yl)piperidine-2,6-dione